ClC=1C=C(C=CC1)C1=NN(C2=CC(=CC=C12)NC1CCN(CC1)C1=NC2=C(N1C(F)F)C=CC=C2)C 3-(3-chlorophenyl)-N-(1-(1-(difluoromethyl)-1H-benzo[d]imidazol-2-yl)piperidin-4-yl)-1-methyl-1H-indazol-6-amine